NC=1C(NC2=CC(=CN=C2C1C1=C2C=NNC2=C(C=C1)F)C1=NC=C(C=C1)F)=O 3-Amino-4-(7-fluoro-1H-indazol-4-yl)-7-(5-fluoro-2-pyridyl)-1H-1,5-naphthyridin-2-one